2-((1R,4R)-4-methoxycyclohexyl)-8-(4-(morpholinylsulfonyl)phenyl)pyrido[4,3-d]pyrimidine-2,5-diamine COC1CCC(CC1)C1(N=CC2=C(N1)C(=CN=C2N)C2=CC=C(C=C2)S(=O)(=O)N2CCOCC2)N